ClC=1C=C2C=C(C(NC2=CC1)=O)[C@@H](C)NC1=CC=C(N(C1=O)C)C#N 5-{[(1R)-1-(6-chloro-2-oxo-1,2-dihydroquinolin-3-yl)ethyl]amino}-1-methyl-6-oxo-1,6-dihydropyridine-2-carbonitrile